C(C=C)(=O)OOCC 2-ethoxy acrylate